BrC=1C=C(C=NC1)OC1=NC=CC=N1 2-[(5-bromo-3-pyridyl)oxy]pyrimidine